ClC1=C(C(=O)OC2=CC(CCC2)=O)C=CC(=C1OC)S(=O)(=O)C (3-oxocyclohexen-1-yl) 2-chloro-3-methoxy-4-methylsulfonyl-benzoate